4-chloro-10-(1-(((1s,3s)-3-(hydroxymethyl)cyclobutyl)methyl)piperidin-4-yl)-7,7-dimethylindolo[1,2-a]quinazolin-5(7H)-one ClC=1C=2C(N=C3N(C2C=CC1)C1=CC(=CC=C1C3(C)C)C3CCN(CC3)CC3CC(C3)CO)=O